3-(4-(2-(3-(3-((4-((8-cyclopentyl-7-oxo-7,8-dihydropyrido[2,3-d]pyrimidin-2-yl)amino)piperidin-1-yl)sulfonyl)phenoxy)azetidin-1-yl)ethoxy)-1-oxoisoindolin-2-yl)piperidine-2,6-dione C1(CCCC1)N1C(C=CC2=C1N=C(N=C2)NC2CCN(CC2)S(=O)(=O)C=2C=C(OC1CN(C1)CCOC1=C3CN(C(C3=CC=C1)=O)C1C(NC(CC1)=O)=O)C=CC2)=O